1,7,7-Trimethyl-bicyclo[2.2.1]heptane-2,3-diol CC12C(C(C(CC1)C2(C)C)O)O